(E)-6-(2-(6-chloropyridin-3-yl)vinyl)quinoline-4-carboxylic acid ClC1=CC=C(C=N1)/C=C/C=1C=C2C(=CC=NC2=CC1)C(=O)O